5'-(4-(9H-carbazol-9-yl)phenyl)-5'H-dispiro[fluorene-9,7'-naphtho[2,3-b]carbazole-12',9''-fluorene] C1=CC=CC=2C3=CC=CC=C3N(C12)C1=CC=C(C=C1)N1C2=CC=CC=C2C=2C=C3C(=CC12)C1(C=2C=CC=CC2C32C3=CC=CC=C3C=3C=CC=CC23)C2=CC=CC=C2C=2C=CC=CC21